2-Cyano-1-(1-((S)-1-(dimethylamino)-2-(4-hydroxyphenyl)ethyl)cyclopropyl)-3-((R)-1,2,3,4-tetrahydronaphthalen-2-yl)guanidine C(#N)N=C(NC1(CC1)[C@H](CC1=CC=C(C=C1)O)N(C)C)N[C@H]1CC2=CC=CC=C2CC1